4-vinylbenzylboronic acid C(=C)C1=CC=C(CB(O)O)C=C1